[Bi](Cl)(Cl)Cl bismuth (III) Chloride